C(C)OP(OCC)(=O)CC1=CC=C(C=C1)C1=NOC(=N1)C1=CC2=C(N(N=N2)C(C)C)C=C1 diethyl[(4-{5-[1-(propan-2-yl)-1H-1,2,3-benzotriazol-5-yl]-1,2,4-oxadiazol-3-yl}phenyl)methyl]phosphonate